[(1S)-1-[2-[6-(cyclopropanecarbonylamino)pyrimidin-4-yl]-1,2,4-triazol-3-yl]ethyl]ammonium chloride [Cl-].C1(CC1)C(=O)NC1=CC(=NC=N1)N1N=CN=C1[C@H](C)[NH3+]